ClC=1C=C2C(=CNC2=CC1)CC(=O)NC1=CC(=CC(=C1)Cl)Cl 2-(5-chloro-1H-indol-3-yl)-N-(3,5-dichlorophenyl)acetamide